N-((6S,7S)-6-([1,1'-biphenyl]-3-ylmethyl)-5-((R)-oxetane-2-carbonyl)-5-azaspiro[2.4]heptan-7-yl)-1-fluoromethanesulfonamide C1(=CC(=CC=C1)C[C@@H]1N(CC2(CC2)[C@@H]1NS(=O)(=O)CF)C(=O)[C@@H]1OCC1)C1=CC=CC=C1